2-(Cyclopropylmethoxy)-2-oxoethyl-1-{2-chloro-5-[4-(1,1-difluoroethyl)-3-methyl-2,6-dioxo-3,6-dihydropyrimidin-1(2H)-yl]-4-fluorophenoxy}cyclopropancarboxylat C1(CC1)COC(COC(=O)C1(CC1)OC1=C(C=C(C(=C1)N1C(N(C(=CC1=O)C(C)(F)F)C)=O)F)Cl)=O